6-fluoro-3'-(trifluoromethoxy)biphenyl-3-ol FC1=CC=C(C=C1C1=CC(=CC=C1)OC(F)(F)F)O